(5-((tert-butyldimethylsilyl)oxy)tetrahydro-2H-pyran-2-yl)methanol [Si](C)(C)(C(C)(C)C)OC1CCC(OC1)CO